CC=1C(=C(C=CC1NC)C1=CC=C(C=C1)NC)C dimethyl-4,4'-dimethylaminobiphenyl